(±)-tert-butyl (1-((4-amino-2-((methylsulfinyl)methyl)phenoxy)methyl)cyclopropyl)carbamate NC1=CC(=C(OCC2(CC2)NC(OC(C)(C)C)=O)C=C1)C[S@](=O)C |r|